N-(4-(3,5-dichloro-4-hydroxyphenyl)-7H-pyrrolo[2,3-d]pyrimidin-5-yl)-4-(4-methylpiperazin-1-yl)benzamide ClC=1C=C(C=C(C1O)Cl)C=1C2=C(N=CN1)NC=C2NC(C2=CC=C(C=C2)N2CCN(CC2)C)=O